FC(OC1=CC=C(C=C1)C1=CC=C(C=C1)C(C)=O)(F)F 1-(4'-(trifluoromethoxy)biphenyl-4-yl)ethanone